(3R,5R,8S,9S,10S,13S,14S)-10,13-Dimethylhexadecahydro-1H-cyclopenta[a]phenanthren-3-yl 5-oxopyrrolidine-2-carboxylate O=C1CCC(N1)C(=O)O[C@@H]1CC[C@@]2([C@H]3CC[C@@]4(CCC[C@H]4[C@@H]3CC[C@@H]2C1)C)C